C(C)(C)(C)OC(=O)N1[C@@H]2C(N([C@H](C1)C2)CC2=CC=CC=C2)C=O.C(C2CO2)C2=CC=CC=C2 (2,3-epoxypropyl)benzene tert-butyl-(1S,4S)-5-benzyl-6-formyl-2,5-diazabicyclo[2.2.1]heptane-2-carboxylate